[Na+].C(C[C@@](O)(C)CCO)(=O)[O-] mevalonate sodium